(2R)-1-methanesulfonyl-propan-2-amine CS(=O)(=O)C[C@@H](C)N